[4-(difluoromethoxy)-3-fluoro-phenyl]-5-[6-[(3S)-1-(3-fluoropropyl)pyrrolidin-3-yl]oxy-3-pyridyl]-8,9-dihydro-7H-benzo[7]annulene-2-carboxylic acid FC(OC1=C(C=C(C=C1)C1=C(C=CC2=C1CCCC=C2C=2C=NC(=CC2)O[C@@H]2CN(CC2)CCCF)C(=O)O)F)F